2-amino-3-(sulphosulfanyl)propanoic acid NC(C(=O)O)CSS(=O)(=O)O